3-[5-(phenylsulfinyl)pyridin-3-yl]-3-[4-(7H-pyrrolo[2,3-d]pyrimidin-4-yl)-1H-pyrazol-1-yl]propane-nitrile trifluoroacetate FC(C(=O)O)(F)F.C1(=CC=CC=C1)S(=O)C=1C=C(C=NC1)C(CC#N)N1N=CC(=C1)C=1C2=C(N=CN1)NC=C2